6-[4-(3-aminoazetidin-1-yl)-3-pyridyl]-N'-(2-ethyl-4-hydroxy-phenyl)-4-[[(3S)-tetrahydrofuran-3-yl]amino]pyrrolo[1,2-b]pyridazine-3-carboxamidine NC1CN(C1)C1=C(C=NC=C1)C=1C=C2N(N=CC(=C2N[C@@H]2COCC2)C(=NC2=C(C=C(C=C2)O)CC)N)C1